tert-butyl N-{4-[1'-methyl-2-(4-methylbenzoyl)-3,4-dihydro-[3,3'-bipyrazol]-5-yl]phenyl}carbamate CN1N=C(C=C1)C1N(N=C(C1)C1=CC=C(C=C1)NC(OC(C)(C)C)=O)C(C1=CC=C(C=C1)C)=O